[C@@H](C)(CC)NC(=O)C1CN[C@@H]2CC=3C4=C(C2=C1)C=CC=C4NC3 (6aR)-N-((R)-sec-butyl)-4,6,6a,7,8,9-hexahydroindolo[4,3-fg]quinoline-9-carboxamide